trans-N-(benzo[d]thiazol-5-yl)-3-fluoro-1-(pyridin-3-ylsulfonyl)piperidine-4-carboxamide Pyridinium para-toluenesulfonate CC1=CC=C(C=C1)S(=O)(=O)[O-].[NH+]1=CC=CC=C1.S1C=NC2=C1C=CC(=C2)NC(=O)[C@H]2[C@@H](CN(CC2)S(=O)(=O)C=2C=NC=CC2)F